(R)-3-(4-cyanophenethyl)-N-(3-(trifluoromethyl)oxetan-3-yl)-1-((5-(trifluoromethyl)pyridin-2-yl)methyl)pyrrolidine-3-carboxamide C(#N)C1=CC=C(CC[C@@]2(CN(CC2)CC2=NC=C(C=C2)C(F)(F)F)C(=O)NC2(COC2)C(F)(F)F)C=C1